6-chloro-N,N-dimethyl-3-(methylthio)-1,2,4-triazin-5-amine ClC1=C(N=C(N=N1)SC)N(C)C